2-(5-(((5-cyclopropyl-7-((1s,3R,4S)-3,4-difluorocyclopentyl)-5H-pyrrolo[3,2-d]pyrimidin-2-yl)thio)methyl)-2-fluorophenyl)acetic acid C1(CC1)N1C=C(C=2N=C(N=CC21)SCC=2C=CC(=C(C2)CC(=O)O)F)C2C[C@H]([C@H](C2)F)F